3-pentyl anthranilate (3-pentyl 2-aminobenzoate) C(CCCC)C=1C(=C(C(=O)O)C=CC1)N.C(C=1C(N)=CC=CC1)(=O)OC(CC)CC